FC(C=1C=CC=2N(N1)C(=CN2)C2=CC(=NC=C2)N2CCNC(CC2)=O)F 1-(4-(6-(difluoromethyl)imidazo[1,2-b]pyridazin-3-yl)pyridin-2-yl)-1,4-diazepan-5-one